O.N1C=NC2=C1C=CC(=C2)C=2N=C(NC2C2=NC=CC=C2)C2=CC=C(C(=O)N)C=C2 4-[4-(1,3-benzodiazole-5-yl)-5-(2-pyridyl)-1H-imidazol-2-yl]-benzamide hydrate